P(=O)(OCC(CC1=CC=CC=C1)OC(C(=C)C)=O)([O-])[O-] phenyl-2-methacryloyloxypropyl phosphate